NC12CCC(CC1)(C2)N2C(=C(C1=C2N=CN=C1N)C=1C=NC2=CC=CC=C2C1)C#CC 7-(4-amino-bicyclo[2.2.1]heptan-1-yl)-6-(propyn-1-yl)-5-(quinolin-3-yl)-7H-pyrrolo[2,3-d]pyrimidin-4-amine